C1(=CC=C(C=C1)N(C1=CC=C(C=C1)C=1C(=CC=C(C1)C1=CC2=CC=CC=C2C=C1)C1=CC=CC=C1)C1=CC=C(C=C1)C1=CC2=CC=CC=C2C=C1)C1=CC=CC=C1 N-([1,1'-biphenyl]-4-yl)-5'-(naphthalen-2-yl)-N-(4-(naphthalen-2-yl)phenyl)-[1,1':2',1''-terphenyl]-4-amine